3-(3-(4-bromo-6-phenyl-1,3,5-triazin-2-yl)phenyl)-1,10-phenanthroline BrC1=NC(=NC(=N1)C1=CC=CC=C1)C=1C=C(C=CC1)C=1C=NC2=C3N=CC=CC3=CC=C2C1